C(C)(C)(C)OC(=O)N1CCC2(CC1)CCN(CC2)CC2CCNCC2 9-(piperidin-4-ylmethyl)-3,9-diazaspiro[5.5]undecane-3-carboxylic acid tert-butyl ester